C[C@H]1N(C[C@H](NC1)C)C=1C2=C(N=CN1)N(C=C2C(F)(F)F)C2=C(C(=O)O)C=CN=C2 (4-((2R,5R)-2,5-dimethylpiperazin-1-yl)-5-(trifluoromethyl)-7H-pyrrolo[2,3-d]pyrimidin-7-yl)isonicotinic acid